N-(2-(3-(6-(2,6-dioxopiperidin-3-yl)-5,7-dioxo-6,7-dihydro-2H,5H-Spiro[furo[2,3-f]isoindole-3,4'-piperidin]-1'-yl)-3-oxopropoxy)ethyl)-2-methoxybenzyl-Amide O=C1NC(CCC1N1C(C=2C=C3C(=CC2C1=O)OCC31CCN(CC1)C(CCOCC[N-]CC1=C(C=CC=C1)OC)=O)=O)=O